C(C)C1=C(C(=CC(=C1)C)CC)N 2,6-diethyl-4-methylphenylamine